FC=1C=C(C=CC1F)N(C(=O)[C@@H]1C[C@@H](CN1C1=NC(=CC(=C1)C(F)(F)F)C)N[C@@H]1CN(C[C@H]1O)C(=O)OC(C)(C)C)CC |r| rac-tert-Butyl (3R,4R)-3-(((3S,5S)-5-((3,4-difluorophenyl)-(ethyl)carbamoyl)-1-(6-methyl-4-(trifluoromethyl)-pyridin-2-yl)-pyrrolidin-3-yl)amino)-4-hydroxy-pyrrolidin-1-carboxylat